C(C=C)(=O)NC1=CC=C(C=C1)C1=C(C(=C2N1CCN(C2)C)C(=O)N)C2=CC=C(C=C2)OC2=NC(=CC=C2)C 6-(4-acrylamidophenyl)-2-methyl-7-(4-((6-methylpyridin-2-yl)oxy)phenyl)-1,2,3,4-tetrahydropyrrolo[1,2-a]pyrazine-8-carboxamide